ClC=1C=CC=2N(N1)C(=CN2)C2=CC(=NC=C2)N2CCNC(CC2)=O 1-(4-(6-Chloroimidazo[1,2-b]pyridazin-3-yl)pyridin-2-yl)-1,4-diazepan-5-one